1-{[(3,4,5-trichloro-2-thienyl)carbonyl]amino}cyclopropanecarboxylic acid ClC1=C(SC(=C1Cl)Cl)C(=O)NC1(CC1)C(=O)O